C1=C2C(C=3C4=C(SC3C2=CC=C1)C=CC=C4)=O 10H-benzo[b]indeno[2,1-d]thiophen-10-one